CC1=C(C(=CC=C1)C)C(C(=O)N)N1CCCCC1 (2,6-dimethylphenyl)-2-(piperidin-1-yl)acetamide